COC=1C=C(C=CC1C)NC(=O)C1(CCC(CC1)N1C(NC2=C(C=CC(=C2C1)C)OC)=O)C (1s,4s)-N-(3-Methoxy-4-methylphenyl)-4-(8-methoxy-5-methyl-2-oxo-1,2-dihydroquinazolin-3(4H)-yl)-1-methylcyclohexanecarboxamide